O[C@H]1[C@@]2([C@H](CC[C@@]2([C@@H]2CC[C@@H]3C[C@H](CC[C@@]3([C@H]2C1)C)NC(=O)N1CCN(CCC1)C)O)C=1COC(C1)=O)C N-((3S,5R,8R,9S,10S,12R,13S,14S,17R)-12,14-dihydroxy-10,13-dimethyl-17-(5-oxo-2,5-dihydrofuran-3-yl)hexadecahydro-1H-cyclopenta[a]phenanthren-3-yl)-4-methyl-1,4-diazepane-1-carboxamide